4-{6-amino-5-[1-(2,6-dichloro-3-fluoro-phenyl)-ethoxy]-pyridin-3-yl}-benzoic acid NC1=C(C=C(C=N1)C1=CC=C(C(=O)O)C=C1)OC(C)C1=C(C(=CC=C1Cl)F)Cl